FC=1C=C(C(NO)=N)C=CN1 2-fluoro-N-hydroxyisonicotinimidamide